dimethylsilanediyl-(3-butyl-1H-inden-1-yl)(2-methyl-1H-inden-1-yl)zirconium C[Si](=[Zr](C1C(=CC2=CC=CC=C12)C)C1C=C(C2=CC=CC=C12)CCCC)C